5-amino-N-(1-(2-(trifluoromethyl)phenyl)cyclopropyl)thiazole-4-carboxamide NC1=C(N=CS1)C(=O)NC1(CC1)C1=C(C=CC=C1)C(F)(F)F